BrC1=NN(C=C1COC)C 3-bromo-4-(methoxymethyl)-1-methyl-1H-pyrazole